C(C)OC(=O)C=1C=NN(C1O)C1CCCC1 1-cyclopentyl-5-hydroxy-1H-pyrazole-4-carboxylic acid ethyl ester